BrCC1=C([C@H](N=C(N1)C1=NC=C(C=C1F)F)C1=C(C=C(C=C1)F)Cl)C(=O)OC (S)-methyl 6-(bromomethyl)-4-(2-chloro-4-fluorophenyl)-2-(3,5-difluoropyridin-2-yl)-1,4-dihydropyrimidine-5-carboxylate